FC1=C(C(=CC=C1N1C=CC=C1)F)[Ti]C1=C(C(=CC=C1F)N1C=CC=C1)F bis[2,6-difluoro-3-(1H-pyrrol-1-yl)phenyl]-titanium